C(C)OC1CCN(CC1)[C@@H]1[C@H](CCC1)OC=1C=C2CN(C(C2=CC1)=O)C1C(NC(CC1)=O)=O 3-(5-(((1S,2S)-2-(4-ethoxypiperidin-1-yl)cyclopentyl)oxy)-1-oxoisoindolin-2-yl)piperidine-2,6-dione